BrC=1C=C(C=CC1)NC1(CCC2(C(CC3=CC=CC=C23)CC)CC1)C(=O)O 4-(3-Bromophenylamino)-2'-ethyl-2',3'-dihydrospiro[cyclohexane-1,1'-indene]-4-carboxylic acid